C(#N)C1=CNC2=C(C=CC(=C12)F)NS(=O)(=O)C=1C=NN(C1)C N-(3-cyano-4-fluoro-1H-indol-7-yl)-1-methyl-pyrazole-4-sulfonamide